C(C)(=O)C1(C2=C(NC3=C(N1)C=C(C=C3)C)CC(CC2=O)(C)C)C 11-acetyl-3,3,8,11-tetramethyl-2,3,4,5,10,11-hexahydro-1H-dibenzo[b,e][1,4]diazepin-1-one